methyl-3-hydroxyhexanoate COC(CC(CCC)O)=O